2-methyl-5-[(4-methyl-1,3-thiazol-5-yl)methoxy]-N-[1-(2,2,2-trifluoroethyl)pyrrolidin-3-yl]-2H-indazole-3-carboxamide CN1N=C2C=CC(=CC2=C1C(=O)NC1CN(CC1)CC(F)(F)F)OCC1=C(N=CS1)C